[(17β)-17-ethynyl-17-hydroxy-3-methoxyestra-1,3,5(10)-trien-2-yl](piperazin-1-yl)methanone C(#C)[C@@]1([C@]2(C)[C@@H](CC1)[C@@H]1CCC=3C=C(C(=CC3[C@H]1CC2)C(=O)N2CCNCC2)OC)O